NC1=NC=CC=C1C1=NC=2C(=NC(=CC2)C2=CC=CC=C2)N1C1=CC=C(CNC(=O)C=2C=C(C(=O)O)C=C(C2)C#N)C=C1 3-((4-(2-(2-aminopyridin-3-yl)-5-phenyl-3H-imidazo[4,5-b]pyridin-3-yl)benzyl)carbamoyl)-5-cyanobenzoic acid